BrC=1N=C(C=2N(C1)N=CN2)NC2=CC(=C(C(=C2)OC)OC)OC 6-bromo-N-(3,4,5-trimethoxyphenyl)-[1,2,4]triazolo[1,5-a]pyrazin-8-amine